7-Chloro-3-iodo-N,1-dimethyl-N-(tetrahydro-2H-pyran-4-yl)-1H-pyrazolo[4,3-c]pyridin-6-amine ClC=1C2=C(C=NC1N(C1CCOCC1)C)C(=NN2C)I